ClC=1C=C(CN2CC(C2)O)C=CC1N1C=NC(=C1)C1=NC(=NC=C1C(F)(F)F)NC1CCN(CC1)S(=O)(=O)C 1-(3-Chloro-4-(4-(2-((1-(methylsulfonyl)piperidin-4-yl)amino)-5-(trifluoromethyl)pyrimidin-4-yl)-1H-imidazol-1-yl)benzyl)azetidin-3-ol